ONC(=O)C1=NOC(=C1)CCNC(C1=CC=C(C=C1)SC(F)(F)F)=O N-hydroxy-5-(2-(4-((trifluoromethyl)thio)benzamido)ethyl)isoxazole-3-carboxamide